butenyl succinate C(CCC(=O)[O-])(=O)OC=CCC